BrC=1C(=C(C=CC1)C(CC(=O)OCC)=O)O ethyl 3-(3-bromo-2-hydroxyphenyl)-3-oxopropanoate